methyl 5-(3-(1-(3-iodobenzyl)-1H-pyrazol-3-yl)phenoxy)-1-tosyl-1H-indole-4-carboxylate IC=1C=C(CN2N=C(C=C2)C=2C=C(OC3=C(C=4C=CN(C4C=C3)S(=O)(=O)C3=CC=C(C)C=C3)C(=O)OC)C=CC2)C=CC1